methyl 2-(benzhydrylideneamino)-2-(5,6,7,8-tetrahydroisoquinolin-8-yl)acetate C(C1=CC=CC=C1)(C1=CC=CC=C1)=NC(C(=O)OC)C1CCCC=2C=CN=CC12